COC(C=1C=CC(=C(C(=O)NC2=CC=C(C=C2)S(=O)(=O)N2CCN(CC2)CCC(C)C)C1)N(S(=O)(=O)C)C)OC 5-(Dimethoxymethyl)-N-(4-((4-isopentylpiperazin-1-yl)sulfonyl)phenyl)-2-(N-methylmethylsulfonamido)benzamide